ClC=1N=CC2=C(N1)CCN(C2)C(=O)[O-] 2-chloro-7,8-dihydro-5H-pyrido[4,3-d]pyrimidine-6-carboxylate